ditert-butyl (2S)-2-aminopentanedioate N[C@H](C(=O)OC(C)(C)C)CCC(=O)OC(C)(C)C